C1(CC1)N1N=NC=C1C=1C=C(C=NC1)N1N=C(C=C(C1=O)CC)C(=O)O 1-[5-(3-Cyclopropyltriazol-4-yl)-3-pyridyl]-5-ethyl-6-oxo-pyridazine-3-carboxylic acid